ClC1=C(NC2=NC=CC=C21)C2=NN(C1=NC=NC(=C12)N)CCN1CCC(CC1)N(C)C 3-(3-Chloro-1H-pyrrolo[2,3-b]pyridin-2-yl)-1-(2-(4-(dimethylamino)piperidin-1-yl)ethyl)-1H-pyrazolo[3,4-d]pyrimidin-4-amine